O1C(OCC1)CCC1=NC(=NC(=C1)N1CCN(CC1)S(=O)(=O)C)C1=CC=C(C#N)C=C1 4-(4-(2-(1,3-dioxolan-2-yl)ethyl)-6-(4-(methylsulfonyl)piperazin-1-yl)pyrimidin-2-yl)benzonitrile